3,5-dibromo-1,1':4',1''-terphenyl BrC=1C=C(C=C(C1)Br)C1=CC=C(C=C1)C1=CC=CC=C1